COC(CCC1=CC(=CC=C1)C(C)(O)C1=CN=C(N1)C1=C(C=CC(=C1)OC=1C(=C2C=CNC2=CC1F)P(=O)(C)C)F)=O 3-(3-(1-(2-(5-((4-(dimethylphosphoryl)-6-fluoro-1H-indol-5-yl)oxy)-2-fluorophenyl)-1H-imidazol-5-yl)-1-hydroxyethyl)phenyl)propanoic acid methyl ester